(3-cyano-3-methylcyclobutyl)-3-(3-(difluoromethoxy)phenyl)-N-(3-methyl-1,1-dioxidothietan-3-yl)-1H-indazole-6-carboxamide C(#N)C1(CC(C1)N1N=C(C2=CC=C(C=C12)C(=O)NC1(CS(C1)(=O)=O)C)C1=CC(=CC=C1)OC(F)F)C